2-(4-(benzyloxy)-2-fluoro-5-methylphenyl)-4,4,5,5-tetramethyl-1,3,2-dioxaborolane C(C1=CC=CC=C1)OC1=CC(=C(C=C1C)B1OC(C(O1)(C)C)(C)C)F